5-methylpyridine-3-sulfonamide CC=1C=C(C=NC1)S(=O)(=O)N